1-(2,6-dichlorophenyl)-4-((4'-fluoro-[1,1'-biphenyl]-4-yl)amino)-1H-pyrazole-3-carboxamide ClC1=C(C(=CC=C1)Cl)N1N=C(C(=C1)NC1=CC=C(C=C1)C1=CC=C(C=C1)F)C(=O)N